[2-(3,6-diphenyl-9H-carbazol-9-yl)ethyl]phosphonic acid C1(=CC=CC=C1)C=1C=CC=2N(C3=CC=C(C=C3C2C1)C1=CC=CC=C1)CCP(O)(O)=O